2-(2-(phenylamino)ethyl)cyclopropane-1-carboxamide C1(=CC=CC=C1)NCCC1C(C1)C(=O)N